(R)-4-(8-Ethyl-2-(piperazin-1-yl)-7,8-dihydro-1,6-naphthyridin-6(5H)-yl)-3-methylpyrazolo[1,5-a]pyridine-7-carbonitrile C(C)[C@@H]1CN(CC=2C=CC(=NC12)N1CCNCC1)C=1C=2N(C(=CC1)C#N)N=CC2C